COCCN1CCNCC1 N-methoxyethyl-piperazine